17-Hydroxy-triacontanoic acid OC(CCCCCCCCCCCCCCCC(=O)O)CCCCCCCCCCCCC